3,3-dimethyl-1-(4-(3-(4-methylpiperazin-1-yl)propanoyl)-3,4-dihydroquinoxaline-1(2H)-yl)butan-1-one CC(CC(=O)N1CCN(C2=CC=CC=C12)C(CCN1CCN(CC1)C)=O)(C)C